C(C)OCCNC1=C2C(=NC(=C1)NC1=CC=C(C3=C1OCCO3)C(=O)N3CCC(CC3)N3CCOCC3)NC=C2C(F)(F)F (8-((4-((2-ethoxyethyl)amino)-3-(trifluoromethyl)-1H-pyrrolo[2,3-b]pyridin-6-yl)amino)-2,3-dihydrobenzo[b][1,4]dioxin-5-yl)(4-morpholinopiperidin-1-yl)methanone